L-1-aminocyclopropane-1-carboxylic acid NC1(CC1)C(=O)O